C[Si](C)(C)[In]C1C=CC=C1 trimethylsilylcyclopentadienylindium